5-(2-((1R,6R)-6-aminocyclohex-3-en-1-yl)-5-chloro-7-((furan-2-ylmethyl)(methyl)amino)thieno[3,2-b]pyridin-3-yl)pent-4-yn-1-ol N[C@@H]1CC=CC[C@H]1C1=C(C2=NC(=CC(=C2S1)N(C)CC=1OC=CC1)Cl)C#CCCCO